[1,4]Thiazine-6-sulfonamide S1CC=NC=C1S(=O)(=O)N